C(C)(C)(C)[Si](OC1=C(C=C(C=C1C)N(C1=CC=CC=C1)C(CCCCC)C)C)(C)C [4-(tert-butyl-dimethyl-silanyloxy)-3,5-dimethyl-phenyl]-(1-methyl-hexyl)-phenyl-amine